7-CHLORO-4-FLUOROINDOLE-3-CARBOXALDEHYDE ClC=1C=CC(=C2C(=CNC12)C=O)F